NC1=CC=C(C=C1)NC(CN1N=NC(=C1)C(C)C)=O N-(4-aminophenyl)-2-(4-isopropyl-1H-1,2,3-triazol-1-yl)acetamide